CC1(OCCC1)CNCC=1C=CC=2N(C1)C=C(N2)CNC(=O)C=2N=C1N(C(C2)=O)C=CC=C1 N-{[6-({[(2-methyloxolan-2-yl)methyl]amino}methyl)imidazo[1,2-a]pyridin-2-yl]methyl}-4-oxo-4H-pyrido[1,2-a]pyrimidine-2-carboxamide